1,4-cyclohexanedicarboxylic acid cadmium [Cd].C1(CCC(CC1)C(=O)O)C(=O)O